1-(8-fluoro-6-quinolinyl)ethylamine FC=1C=C(C=C2C=CC=NC12)C(C)N